cobalt (II) bis(trifluoro-2,4-pentanedione) FC(C(CC(C)=O)=O)(F)F.FC(C(CC(C)=O)=O)(F)F.[Co+2]